C1(CC1)NC(=O)C=1C=C(C=C(C1)[N+](=O)[O-])B(O)O 3-(CYCLOPROPYLCARBAMOYL)-5-NITROPHENYLBORONIC ACID